(6-bromoisoquinolin-3-yl)(4,4-difluoropiperidin-1-yl)methanone BrC=1C=C2C=C(N=CC2=CC1)C(=O)N1CCC(CC1)(F)F